O=C(C(=O)N)N1[C@H](CC[C@@H](C1)C)C=1C=C2CCC(N(C2=CC1)COCC[Si](C)(C)C)=O |r| 2-Oxo-2-[rac-(2R,5S)-5-methyl-2-[2-oxo-1-(2-trimethylsilylethoxymethyl)-3,4-dihydroquinolin-6-yl]-1-piperidyl]acetamide